(3S)-8-((3S,5R)-4-Acryloyl-3,5-dimethylpiperazin-1-yl)-11-(5-chloro-2,4-difluorophenyl)-3-cyclopropoxy-10-(trifluoromethyl)-3,4-dihydro-2H,6H-[1,4]thiazepino[2,3,4-ij]quinazolin-6-one C(C=C)(=O)N1[C@H](CN(C[C@H]1C)C1=NC(N2C3=C(C(=C(C=C13)C(F)(F)F)C1=C(C=C(C(=C1)Cl)F)F)SC[C@H](C2)OC2CC2)=O)C